5-amino-3-methyl-N-((5-methyl-1,3,4-oxadiazol-2-yl)methyl)-6-phenylpyridinecarboxamide NC=1C=C(C(=NC1C1=CC=CC=C1)C(=O)NCC=1OC(=NN1)C)C